(2S,3R)-3-((2-aminopyridin-4-yl)methyl)-N2-(1-methyl-1H-pyrazol-3-yl)-N1-((R)-1-(thiophen-3-yl)propyl)-N2-methyl-4-oxoazetidine-1,2-dicarboxamide NC1=NC=CC(=C1)C[C@@H]1[C@H](N(C1=O)C(=O)N[C@H](CC)C1=CSC=C1)C(=O)N(C)C1=NN(C=C1)C